methyl (S)-2-(2-((tert-butoxycarbonyl) amino)-N,4-dimethylvaleramido)-2,3-dihydro-1H-indene-2-carboxylate C(C)(C)(C)OC(=O)N[C@H](C(=O)N(C)C1(CC2=CC=CC=C2C1)C(=O)OC)CC(C)C